OC1(CCN(CC1)C1=NC=CC(=N1)NC=1N=CC2=C(C=CC(=C2C1)[C@H]1N(CCCCC1)C(C=C)=O)N1C([C@@H]([C@H]1C)CS(=O)(=O)C)(C)C)C 1-((S)-2-(3-((2-(4-hydroxy-4-methylpiperidin-1-yl)pyrimidin-4-yl)amino)-8-((3R,4R)-2,2,4-trimethyl-3-((methylsulfonyl)methyl)azetidin-1-yl)isoquinolin-5-yl)azepan-1-yl)prop-2-en-1-one